[Mo].[W].[V].[Ti] titanium-vanadium-tungsten-molybdenum